C(C)(C)(C)N=P(N(C)C)(N(C)C)N(C)C tert-butyliminotri(dimethylamino)phosphane